2-[[4-amino-5-(4-methylphenyl)-1,2,4-triazol-3-yl]sulfanyl]-1-pyrrolidin-1-ylethanone NN1C(=NN=C1C1=CC=C(C=C1)C)SCC(=O)N1CCCC1